(R)-(+)-tert-butyl-sulfenamide C(C)(C)(C)SN